3-phenylbut-3-ene C1(=CC=CC=C1)C(CC)=C